4-(2-butyl-1-oxo-1,2-dihydro-2,7-naphthyridin-4-yl)-2,6-dimethoxybenzaldehyde C(CCC)N1C(C2=CN=CC=C2C(=C1)C1=CC(=C(C=O)C(=C1)OC)OC)=O